ClC1=C(C=CC=C1)COC(=O)NC(C(=O)O)CCN(CCCCC1=NC=2NCCCC2C=C1)C1CC1 2-[(2-chlorophenyl)methoxycarbonylamino]-4-[cyclopropyl-[4-(5,6,7,8-tetrahydro-1,8-naphthyridin-2-yl)butyl]amino]butanoic acid